C(C)OC1=CC=C(C=C1)N1C=NN(C1=O)CC1=CC(=C(OC(C(=O)O)(C)C)C(=C1)C)C 2-(4-((4-(4-Ethoxyphenyl)-5-oxo-4,5-dihydro-1H-1,2,4-triazol-1-yl)meth-yl)-2,6-dimethylphenoxy)-2-methyl-propionic acid